FC=1C=NC(=NC1)C(CC)N(C=1NC(C2=C(N1)N(N=C2C#N)C(C)C=2C=NC(=CC2)C(F)(F)F)=O)C 6-((1-(5-fluoropyrimidin-2-yl)propyl)(methyl)amino)-4-oxo-1-(1-(6-(trifluoromethyl)pyridin-3-yl)ethyl)-4,5-dihydro-1H-pyrazolo[3,4-d]pyrimidine-3-carbonitrile